NC=1C(N(C(=CC1C(=O)OC)C(F)(F)F)C1=CC=CC2=CC=CC=C12)=O methyl 3-amino-1-(naphthalen-1-yl)-2-oxo-6-(trifluoromethyl)-1,2-dihydropyridine-4-carboxylate